(2S,6R)-4-(2-(6-chloroimidazo[1,2-a]pyridin-3-yl)pyrimidin-4-yl)-6-methylmorpholine-2-carboxamide ClC=1C=CC=2N(C1)C(=CN2)C2=NC=CC(=N2)N2C[C@H](O[C@@H](C2)C)C(=O)N